C(C)(C)(C)OC(=O)NC1(CN(CC1)C(=O)OCC1=CC=CC=C1)CO benzyl 3-((tert-butoxycarbonyl)amino)-3-(hydroxymethyl)pyrrolidine-1-carboxylate